4-[4-[bis(oxiran-2-ylmethyl)amino]phenoxy]-N,N-bis(oxiran-2-ylmethyl)anilin O1C(C1)CN(C1=CC=C(OC2=CC=C(N(CC3OC3)CC3OC3)C=C2)C=C1)CC1OC1